(2r,3r,4r,5s,6r)-2-((heptanoyloxy)methyl)-6-(4-chloro-3-(4-ethoxyphenyl)phenyl)tetrahydro-2H-pyran C(CCCCCC)(=O)OC[C@@H]1O[C@H](CCC1)C1=CC(=C(C=C1)Cl)C1=CC=C(C=C1)OCC